(S)-4-(2,7-dichloro-8-fluoro-5-methoxypyrido[4,3-d]pyrimidin-4-yl)-6-methyl-1,4-oxazepan-6-ol ClC=1N=C(C2=C(N1)C(=C(N=C2OC)Cl)F)N2CCOC[C@](C2)(O)C